ClC=1C=CC=C2C=CC=C(C12)C1=C2C(=C3C(=NC(=NC3=C1)C(CN(C)C)NC)N1CCNCC1)OCCC2 1-(5-(8-chloronaphthalen-1-yl)-10-(piperazin-1-yl)-3,4-dihydro-2H-pyrano[2,3-f]quinazolin-8-yl)-N1,N2,N2-trimethylethane-1,2-diamine